[Si](C1=CC=CC=C1)(C1=CC=CC=C1)(C(C)(C)C)OCCCCCCCCCCO 10-((tert-butyldiphenylsilyl)oxy)decan-1-ol